(R)-5-(2,2-dimethyl-6-oxotetrahydro-2H-pyran-4-yl)-N-methyl-N-phenyl-1H-indole-2-carboxamide CC1(OC(C[C@@H](C1)C=1C=C2C=C(NC2=CC1)C(=O)N(C1=CC=CC=C1)C)=O)C